methyl butyl-vinyl ether C(CCC)C=COC